ClC1=CC=C(C=C1)C(S(=O)(=O)C1=CC=C(C)C=C1)[N+]#[C-] 1-chloro-4-(isocyano(tosyl)methyl)benzene